oxa-azaspiro[4.5]decane O1NCCC12CCCCC2